CC(=CC[C@@]12C3=C(C=C(C=C3)O)O[C@@]1(C(=O)C4=C(O2)C=C5C(=C4O)C[C@H](O5)C(C)(C)O)O)C The molecule is an extended flavonoid that is 2,3,5a,10b-tetrahydro-5H-[1]benzofuro[3,2-b]furo[3,2-g]chromene substituted by hydroxy groups at positions 4, 5a and 8, a 2-hydroxypropan-2-yl group at position 2, a prenyl group at position 10b and an oxo group at position 5. It has been isolated from the twigs of Morus nigra. It has a role as a metabolite and a plant metabolite. It is an extended flavonoid, an organic heteropentacyclic compound and a polyphenol.